2-{4-[4-(6-Bromo-7-{[(3S)-1-methylpyrrolidin-3-yl]amino}-3H-imidazo[4,5-b]pyridin-2-yl)phenyl]piperazin-1-yl}ethanol BrC=1C(=C2C(=NC1)NC(=N2)C2=CC=C(C=C2)N2CCN(CC2)CCO)N[C@@H]2CN(CC2)C